C1(CCCCC1)S(=O)(=O)N1[C@@H](CCCC1)C1=NC(=NO1)CNC(OC(C)(C)C)=O tert-butyl (S)-((5-(1-(cyclohexylsulfonyl) piperidin-2-yl)-1,2,4-oxadiazol-3-yl)methyl)carbamate